N-(6-fluoropyridin-2-yl)-1,1-dioxo-2-(propan-2-yl)-5-[(1r,4r)-4-(trifluoromethyl)cyclohexyl]-2H-1λ6,2,6-thiadiazine-3-carboxamide FC1=CC=CC(=N1)NC(=O)C=1N(S(N=C(C1)C1CCC(CC1)C(F)(F)F)(=O)=O)C(C)C